C(C)N1C=CC=2C1=NC=C(C2)C(=O)O 1-ethylpyrrolo[2,3-b]pyridine-5-carboxylic acid